5-(2-hydroxy-propan-2-yl)-1H-pyridin-2-one OC(C)(C)C=1C=CC(NC1)=O